C(CCCCCCCCCCC)[Sn](CCCC)(CCCC)CCCCCCCCCCCC dilauryl-dibutyl-tin